Nicotinic Acid Zinc Sulfate S(=O)(=O)([O-])[O-].[Zn+2].C(C1=CN=CC=C1)(=O)O